(S)-ethyl 2-(2-(3-(3-(pentan-3-ylcarbamoyl)-1H-pyrazol-5-yl)phenyl)oxazole-5-carboxamido)-2-phenylacetate CCC(CC)NC(=O)C1=NNC(=C1)C=1C=C(C=CC1)C=1OC(=CN1)C(=O)N[C@H](C(=O)OCC)C1=CC=CC=C1